COC=1C=CC2=C(N=C(S2)C=2C=NC=CC2CS(=O)(=O)N)C1 (3-(5-methoxybenzo[d]thiazol-2-yl)pyridin-4-yl)methanesulfonamide